FC1=C(C=CC(=C1)F)C1=CC(=CC=C1)NC1=NC=NC2=CC(=C(C=C12)NC(C=C)=O)OCCN1CCC(CC1)(F)F N-(4-((2',4'-difluoro-[1,1'-biphenyl]-3-yl)amino)-7-(2-(4,4-difluoropiperidin-1-yl)ethoxy)quinazolin-6-yl)acrylamide